C(C)(C)(C)OC(=O)N1C[C@H](N(CC1)C1=NC=C(C=C1)C=1C=2N(C=C(C1)OCC(C)(C)O)N=CC2C#N)C (R)-4-(5-(3-cyano-6-(2-hydroxy-2-methylpropyloxy)pyrazolo[1,5-a]pyridin-4-yl)pyridin-2-yl)-3-methylpiperazine-1-carboxylic acid tert-butyl ester